(2R,4R)-N-((S)-1-(((6-amino-2-methylpyridin-3-yl)methyl)amino)-1-oxopropan-2-yl)-4-phenylpiperidine-2-carboxamide dihydrochloride Cl.Cl.NC1=CC=C(C(=N1)C)CNC([C@H](C)NC(=O)[C@@H]1NCC[C@H](C1)C1=CC=CC=C1)=O